tert-butyl-(S)-1-methylpyrrolidin-3-ol C(C)(C)(C)[C@@H]1N(CCC1O)C